C(C1=CC=CC=C1)N1C(=CC(=C1)C1=C(C=CC(=C1)F)F)[C@@H](C1CCCCC1)NCCCNC(OCC[Si](C)(C)C)=O 2-(Trimethylsilyl)ethyl (3-{[(R)-[1-benzyl-4-(2,5-difluorophenyl)-1H-pyrrol-2-yl](cyclohexyl)methyl]amino}propyl)carbamate